acetic acid ethanolamine salt C(O)CN.C(C)(=O)O